BrC=1C(=C2C(=NC1)N=C(N2)C2=C(N(C(=C2)C)C2=CC=CC=C2)C)NC=2C=C(C=CC2)S(=O)(=O)N 3-((6-bromo-2-(2,5-dimethyl-1-phenyl-1H-pyrrol-3-yl)-1H-imidazo[4,5-b]pyridine-7-yl)amino)benzenesulfonamide